(2-chloro-4-fluorophenyl)(4-(((1r,4r)-4-(hydroxymethyl)cyclohexyl)amino)-2-((4-morpholinophenyl)amino)-7H-pyrrolo[2,3-d]pyrimidin-5-yl)methanone ClC1=C(C=CC(=C1)F)C(=O)C1=CNC=2N=C(N=C(C21)NC2CCC(CC2)CO)NC2=CC=C(C=C2)N2CCOCC2